methyl ((5-isobutyl-4'-((2-(thiazol-2-yl)-1H-imidazol-1-yl) methyl)-[1,1'-biphenyl]-2-yl)sulfonyl)carbamate C(C(C)C)C=1C=CC(=C(C1)C1=CC=C(C=C1)CN1C(=NC=C1)C=1SC=CN1)S(=O)(=O)NC(OC)=O